C1=CC(=CC=2OC3=C(C21)C=CC=C3)N3C2=CC=CC=C2C=2C=C(C=CC32)C=3C=CC=2NC1=CC=CC=C1C2C3 9-(dibenzo[b,d]furan-3-yl)-9H,9'H-3,3'-bicarbazole